6H-dibenzo[c,e][1,2]oxaphosphorin C1=CC=CC2=C1C1=C(PO2)C=CC=C1